C=1(C(=CC=CC1)C1=CC=CC=C1C(=O)CC(=O)C1=CC=CC=C1)C(=O)C(O)C1=CC=CC=C1 benzoinbenzoyl-acetophenone